C(C)(=O)N1[C@@H](CN(CC1)C(C#CC)=O)C1=CC(=NC(=C1)Cl)C1=CC(=NC=N1)C(=O)NC (R)-6-(4-(1-acetyl-4-(but-2-ynoyl)piperazin-2-yl)-6-chloropyridin-2-yl)-N-methyl-pyrimidine-4-carboxamide